C(CCCCCCCCC\C=C/C=C\CC)=O (Z,Z)-11,13-Hexadecadienal